2-((1-(3-(2-hydroxy-2-methylpropyl)-6-methyl-2-morpholino-4-oxo-3,4-dihydroquinazolin-8-yl)ethyl)amino)benzoic acid OC(CN1C(=NC2=C(C=C(C=C2C1=O)C)C(C)NC1=C(C(=O)O)C=CC=C1)N1CCOCC1)(C)C